7-(cyclopropylmethyl)-1-((4-hydroxy-4-(trifluoromethyl)cyclohexyl)methyl)-3-methyl-1H-purine-2,6(3h,7h)-dione C1(CC1)CN1C=NC=2N(C(N(C(C12)=O)CC1CCC(CC1)(C(F)(F)F)O)=O)C